2-[2-[2-[3-(4-amino-1-tert-butyl-pyrazolo[3,4-d]pyrimidin-3-yl)-5-cyclopropyl-isoxazol-4-yl]pyrimidin-5-yl]ethoxy]acetic acid hydrochloride Cl.NC1=C2C(=NC=N1)N(N=C2C2=NOC(=C2C2=NC=C(C=N2)CCOCC(=O)O)C2CC2)C(C)(C)C